COC=1C=C(C=NC1)C=1C=C2C=C(NC2=CC1)C=1C=CC(=NC1)N1CCC12COC2 1-(5-(5-(5-methoxypyridin-3-yl)-1H-indol-2-yl)pyridin-2-yl)-6-oxa-1-azaspiro[3.3]heptane